O1CC(C1)P(C1=CC=CC=C1)C1=CC=CC=C1 (oxetan-3-yl)diphenylphosphine